BrC=1C(=NC(=NC1)NC1=CC=C(C=C1)N1CCOCC1)NC1=CC(=CC=C1)S(NC(C)C)(=O)=O 5-Bromo-N4-(3-[N-(1-methylethyl)sulfamoyl]phenyl)-N2-[4-morpholinophenyl]pyrimidine-2,4-diamine